N5-(2-(5-aminopyridin-2-yl)ethyl)-2-(furan-2-yl)-[1,2,4]triazolo[1,5-a][1,3,5]triazine-5,7-diamine NC=1C=CC(=NC1)CCNC1=NC=2N(C(=N1)N)N=C(N2)C=2OC=CC2